methyl 1-(3-(((1r,4r)-4-ethoxycyclohexyl)methyl)-6-fluoro-2-methyl-1H-indole-1-carbonyl)-4-(4-fluorophenyl)piperidine-4-carboxylate C(C)OC1CCC(CC1)CC1=C(N(C2=CC(=CC=C12)F)C(=O)N1CCC(CC1)(C(=O)OC)C1=CC=C(C=C1)F)C